C(C)OC(\C=C\C1=C(C=C(C=C1)F)C)=O (E)-3-(4-fluoro-2-methylphenyl)acrylic acid ethyl ester